N[C@@]1(C([C@@H](CC1)NC=1C=2N(N=CC1C(N)=NC1=C(C=C(C=C1)O)Cl)C=C(C2)C2=CN(C(=C2)CN(C)C)C)(C)C)C 4-(((1R,3S)-3-amino-2,2,3-trimethylcyclopentyl)amino)-N'-(2-chloro-4-hydroxyphenyl)-6-(5-((dimethylamino)methyl)-1-methyl-1H-pyrrol-3-yl)pyrrolo[1,2-b]pyridazine-3-carboximidamide